methyl-(2S,5R)-5-(2-chlorophenyl)-1-(1-(2-cyano-4-nitrophenyl)piperidine-4-carbonyl)pyrrolidine-2-carboxylic acid C[C@@]1(N([C@H](CC1)C1=C(C=CC=C1)Cl)C(=O)C1CCN(CC1)C1=C(C=C(C=C1)[N+](=O)[O-])C#N)C(=O)O